2-Amino-5-bromo-4-chloro-pyridine-3-carbaldehyde NC1=NC=C(C(=C1C=O)Cl)Br